N-(4-anilino-1-naphthyl)maleimide N(C1=CC=CC=C1)C1=CC=C(C2=CC=CC=C12)N1C(C=CC1=O)=O